5-(4-phenylbutoxy)-6-acetamido-N-carboxyethyl-isoindoline-1,3-dione C1(=CC=CC=C1)CCCCOC=1C=C2C(N(C(C2=CC1NC(C)=O)=O)CCC(=O)O)=O